(2-(pyrimidin-2-yl)phenyl)((1S,4R,6R)-6-((5-(trifluoromethyl)pyridin-2-yl)oxy)-2-azabicyclo[2.2.1]heptan-2-yl)methanone N1=C(N=CC=C1)C1=C(C=CC=C1)C(=O)N1[C@@H]2[C@@H](C[C@H](C1)C2)OC2=NC=C(C=C2)C(F)(F)F